2-[(4-aminophenyl)sulfanyl]-1-(1,3-dihydro-2H-isoindol-2-yl)ethanone NC1=CC=C(C=C1)SCC(=O)N1CC2=CC=CC=C2C1